FC=1C=C(CNC(=O)C2=CC=C(S2)C2=C(C(=NC(=C2C(=O)N)CC(C)C)CC(C)C)C=2OC(=NN2)C)C=CC1F 4-(5-((3,4-difluorobenzyl)carbamoyl)thiophen-2-yl)-2,6-diisobutyl-5-(5-methyl-1,3,4-oxadiazol-2-yl)nicotinamide